(5S,7S)-5-methyl-7-(propan-2-yl)oxepan-2-on C[C@H]1CCC(O[C@@H](C1)C(C)C)=O